9-[4-[[[2-(2,6-dioxo-3-piperidyl)-1,3-dioxo-isoindolin-4-yl]amino]methyl]triazol-1-yl]nonanal O=C1NC(CCC1N1C(C2=CC=CC(=C2C1=O)NCC=1N=NN(C1)CCCCCCCCC=O)=O)=O